heptadecan-9-yl 8-((3-acetamido-2-methylpropyl)(6-(((nonyloxy)carbonyl)oxy)hexyl)amino)octanoate C(C)(=O)NCC(CN(CCCCCCCC(=O)OC(CCCCCCCC)CCCCCCCC)CCCCCCOC(=O)OCCCCCCCCC)C